1-(2-furyl)ethan-1-ol O1C(=CC=C1)C(C)O